O=C1NC(=CC=C1C(=O)NC1C2=CC=CC=C2C=2C=CC(=CC12)C(F)(F)F)C(F)(F)F 2-oxo-6-(trifluoromethyl)-N-(2-(trifluoromethyl)-9H-fluoren-9-yl)-1,2-dihydropyridine-3-carboxamide